CN1N=C(C(=C1C)O)C1=CC=C(C=C1)SC1=CC=CC=C1 1,5-Dimethyl-3-(4-(phenylthio)phenyl)-pyrazol-4-ol